O1CC[C@@H](C2=C1C=CC=C2)NC(=O)C2=C(C1=NC=CC(=C1S2)C(C)CC(C)C)N(C)C N-[(4S)-3,4-dihydro-2H-1-benzopyran-4-yl]-3-(dimethylamino)-7-(4-methylpentan-2-yl)thieno[3,2-b]pyridine-2-carboxamide